CC=1N(C=CN1)[C@@H](C)C1=CC=C(C=C1)[N+](=O)[O-] 2-methyl-1-[(1S)-1-(4-nitrophenyl)ethyl]-1H-imidazole